CNC1=C(C#N)C=CC=C1 2-(methylamino)benzonitrile